CC(COCC1=CC=CC=C1)(C)C benzyl 2,2-dimethyl-propyl ether